4-cyclopropyl-7-nitro-3,4-dihydro-2H-benzo[b][1,4]oxazine C1(CC1)N1C2=C(OCC1)C=C(C=C2)[N+](=O)[O-]